C(C1=CC=CC=C1)N1CC2(CCC(C1)N2S(=O)(=O)C2=CC=C(C=C2)OCC2=C(C=C(C=C2)F)Cl)C(=O)OCC ethyl 3-benzyl-8-((4-((2-chloro-4-fluorobenzyl)oxy)phenyl)-sulfonyl)-3,8-diazabicyclo[3.2.1]octane-1-carboxylate